C([S-])(OCC)=S.[K+] Potassium O-ethyl dithiocarbonate